FC(OC1=CC=C(C=C1)C1=CN=C2N1C=CN=C2NC2=CC(=C(C(=O)N(CCC1CCNCC1)C)C=C2)I)F 4-[[3-[4-(difluoromethoxy)phenyl]imidazo[1,2-a]pyrazin-8-yl]amino]-2-iodo-N-methyl-N-(2-piperidin-4-ylethyl)benzamide